ClC=1C=C(C=NC1N1CCN(CC1)C)NC(C)=O N-[5-chloro-6-(4-methylpiperazin-1-yl)-3-pyridyl]acetamide